N,N-bis(9,9-dimethyl-9H-fluoren-2-yl)-3,3-dimethyl-2,3-dihydrospiro[indene-1,9'-xanthen]-2'-amine CC1(C2=CC=CC=C2C=2C=CC(=CC12)N(C1=CC=2C3(C4=CC=CC=C4OC2C=C1)CC(C1=CC=CC=C13)(C)C)C1=CC=3C(C2=CC=CC=C2C3C=C1)(C)C)C